2-Chloro-N-{2-[4-(difluoromethyl)-1,3-thiazol-5-yl]-2-{4-[(6-fluoropyrimidin-4-yl)-oxy]piperidin-1-yl}ethyl}-6-fluorobenzamid ClC1=C(C(=O)NCC(N2CCC(CC2)OC2=NC=NC(=C2)F)C2=C(N=CS2)C(F)F)C(=CC=C1)F